ClC=1C(=C2C=NNC2=CC1C)C=1C(=NN(C1C)C1CC2(CN(C2)C(C=C)=O)C1)C=1C=C2C=NN(C2=CC1)C (R)-1-(6-(4-(5-chloro-6-methyl-1H-indazol-4-yl)-5-methyl-3-(1-methyl-1H-indazol-5-yl)-1H-pyrazol-1-yl)-2-azaspiro[3.3]heptan-2-yl)prop-2-en-1-one